1-(3-fluoro-1-bicyclo[1.1.1]pentanyl)-3-[[2-(1,1,1-trifluoropropan-2-yloxy)pyridin-4-yl]methyl]urea FC12CC(C1)(C2)NC(=O)NCC2=CC(=NC=C2)OC(C(F)(F)F)C